C1(=CC=CC2=CC=CC=C12)C1=NC=CC=C1 (1-naphthyl)pyridine